2-Pyrrolidinepropanoic acid N1C(CCC1)CCC(=O)O